CN(C)CC=1N(C=CN1)C=1C=C(C=C(C1)C(F)(F)F)NC(C1=CC(=C(C=C1)C)I)=O N-(3-(2-((dimethylamino)methyl)-1H-imidazol-1-yl)-5-(trifluoromethyl)phenyl)-3-iodo-4-methylbenzamide